ClC=1C(=NC(=NC1)NC=1C=C(C=NC1)N1C(C2(CC1)CCNCC2)=O)N2C[C@H](CCC2)O (S)-2-(5-((5-chloro-4-(3-hydroxypiperidin-1-yl)pyrimidin-2-yl)amino)pyridin-3-yl)-2,8-diazaspiro[4.5]decan-1-one